ClC1=CC(=NC=N1)N(C(OC(C)(C)C)=O)CCN1C(=CC2=C(C=C(C=C12)Cl)Cl)C#N tert-butyl (6-chloropyrimidin-4-yl)(2-(4,6-dichloro-2-cyano-1H-indol-1-yl)ethyl)carbamate